CC1(CCC(CC1)NC(=O)C1=CC=2C(=CN=C(C2)C(=O)OC)N1)C methyl 2-[(4,4-dimethylcyclohexyl)carbamoyl]-1H-pyrrolo[2,3-c]pyridine-5-carboxylate